FC=1C=C2CCCN(C2=CC1)C(=O)[C@H]1N(CC[C@H]1O)C(=O)OC(C)(C)C tert-butyl (2S,3R)-2-(6-fluoro-1,2,3,4-tetrahydroquinoline-1-carbonyl)-3-hydroxypyrrolidine-1-carboxylate